naphthalene-1,3,6-trisulfonate trisodium salt [Na+].[Na+].[Na+].C1(=CC(=CC2=CC(=CC=C12)S(=O)(=O)[O-])S(=O)(=O)[O-])S(=O)(=O)[O-]